BrCC=1C(=NOC1C1CC1)C1=C(C=CC=C1)C(F)(F)F 4-(bromomethyl)-5-cyclopropyl-3-[2-(trifluoromethyl)phenyl]-1,2-oxazole